C(C1=CC=CC=C1)C1=NC(=NC=C1)N1CCN(CC1)C=1C=NN2C1C=CC(=C2)C=2C=NN(C2)C 3-[4-(4-benzylpyrimidin-2-yl)piperazin-1-yl]-6-(1-methyl-1H-pyrazol-4-yl)pyrazolo[1,5-a]pyridine